ClC1=CC=C(C(=O)NC2CCC(CC2)NC2=CC(=NC3=CC=CC=C23)C(F)(F)F)C=C1 4-chloro-N-[(1s,4s)-4-{[2-(trifluoromethyl)quinolin-4-yl]amino}cyclohexyl]benzamide